C(C1=CC=CC=C1)OC1CN(C1)[C@H]1[C@@H](CCC1)OC=1C=C2CN(C(C2=CC1)=O)C1C(NC(CC1)=O)=O 3-(5-(((1R,2R)-2-(3-(benzyloxy)azetidin-1-yl)cyclopentyl)oxy)-1-oxoisoindolin-2-yl)piperidine-2,6-dione